NCC(C(=O)NC=1C=CC=C2C(=CNC12)C=1C=NNC1)C1=CC(=C(C=C1)CO)OC 3-amino-2-[4-(hydroxymethyl)-3-methoxyphenyl]-N-[3-(1H-pyrazol-4-yl)-1H-indol-7-yl]propanamide